4-methyl-2-(6-(((1S,3S)-3-((7-(trifluoromethyl)-[1,2,4]triazolo[1,5-a]pyridin-2-yl)amino)cyclopentyl)amino)pyridin-3-yl)-2,3-dihydro-1H-pyrrolo[3,4-c]pyridin-1-one CC1=NC=CC2=C1CN(C2=O)C=2C=NC(=CC2)N[C@@H]2C[C@H](CC2)NC2=NN1C(C=C(C=C1)C(F)(F)F)=N2